3-sulfhydryl-1,2-propanediol SCC(CO)O